ClC1=CC2=C(N(C(N=C2N2C(CN(CC2)C(C=C)=O)CF)=O)C=2C(=NC=CC2C)C(C)C)N=C1C1=C(C=CC=C1)F (M)-6-chloro-4-(2-(fluoromethyl)-4-(2-propenoyl)-1-piperazinyl)-7-(2-fluorophenyl)-1-(4-methyl-2-(2-propanyl)-3-pyridinyl)pyrido[2,3-d]pyrimidin-2(1H)-one